C(C1=CC=CC=C1)O[C@@H]1[C@H](N(C[C@@H]([C@H]1OCC1=CC=CC=C1)OCC1=CC=CC=C1)CCC=1SC=CC1)C (2R,3R,4R,5S)-3,4,5-tris(benzyloxy)-2-methyl-1-(2-(thiophen-2-yl)ethyl)piperidine